mono(3-methyl 3-butenyl) ether CC(CCOCCC(=C)C)=C